FC1(CN(CCC1)C1=NC(=CC(=N1)C=1OC(=NN1)C1=C(C=C(C=C1)I)N1CCC2(CC2)CC1)C)F 2-(2-(3,3-difluoropiperidin-1-yl)-6-methylpyrimidin-4-yl)-5-(4-iodo-2-(6-azaspiro[2.5]oct-6-yl)phenyl)-1,3,4-oxadiazole